3-(5-(((S)-1-((2-(4-hydroxytetrahydro-2H-pyran-4-yl)quinolin-6-yl)methyl)pyrrolidin-3-yl)oxy)-1-oxoisoindolin-2-yl)piperidine-2,6-dione, acetic acid salt C(C)(=O)O.OC1(CCOCC1)C1=NC2=CC=C(C=C2C=C1)CN1C[C@H](CC1)OC=1C=C2CN(C(C2=CC1)=O)C1C(NC(CC1)=O)=O